2-pyrrol-1-ylethanamine N1(C=CC=C1)CCN